C(C1=CC=CC=C1)[C@H]1N(CCN(C1)S(=O)(=O)C)C1=NC=C2C(=N1)N(N=C2I)C (R)-6-(2-benzyl-4-(methylsulfonyl)piperazin-1-yl)-3-iodo-1-methyl-1H-pyrazolo[3,4-d]pyrimidine